NC1=C(C(=CC(=C1)C#N)OC)NCC1=CC=C(C=C1)S(=O)(=O)N 4-(((2-amino-4-cyano-6-methoxyphenyl)amino)methyl)benzenesulfonamide